(1R,2S)-N-(4-methyl-3-pyridazin-3-ylphenyl)-2-pyridin-2-ylcyclopropane-1-carboxamide CC1=C(C=C(C=C1)NC(=O)[C@H]1[C@H](C1)C1=NC=CC=C1)C=1N=NC=CC1